NC1=CC=C(C=C1)C=C1C(C(CC1)=CC1=CC=C(C=C1)N)=O 2,5-bis[(4-aminophenyl)methylidene]cyclopentan-1-one